C[Si](CCOCN1C=CC2=C1N=CN=C2C=2C(=NNC2)N)(C)C 4-(7-{[2-(trimethylsilyl)ethoxy]methyl}-7H-pyrrolo[2,3-d]pyrimidine-4-yl)-1H-pyrazol-3-amine